5-Ethynyl-6-fluoro-4-(8-fluoro-2-(((2R,7aS)-2-fluorotetrahydro-1H-pyrrolizin-7a(5H)-yl)methoxy)-4-(3-(hydroxymethyl)azetidin-1-yl)-5-methylpyrido[4,3-d]pyrimidin-7-yl)naphthalen-2-ol C(#C)C1=C2C(=CC(=CC2=CC=C1F)O)C1=C(C=2N=C(N=C(C2C(=N1)C)N1CC(C1)CO)OC[C@]12CCCN2C[C@@H](C1)F)F